FC(C=1C=NNC1C(=O)OCC)(F)F ethyl 4-(trifluoromethyl)-1H-pyrazole-5-carboxylate